tert-butyl-8-(3-(isoquinolin-6-yl)imidazo[1,2-a]pyridin-7-yl)-6-methyl-5-oxo-3,4,5,6-tetrahydro-2,6-naphthyridine-2(1H)-carboxylate C(C)(C)(C)OC(=O)N1CC=2C(=CN(C(C2CC1)=O)C)C1=CC=2N(C=C1)C(=CN2)C=2C=C1C=CN=CC1=CC2